BrC=1C=C(C(=NC1Br)C)N1CC(CC1)=O 1-(5,6-dibromo-2-methylpyridin-3-yl)pyrrolidin-3-one